Cl.Cl.N1C(=NCC2=CC=CC=C12)SCC=1N2C(SC1)=NC(C2)CC2=CC(=CC=C2)C 3-(((1,4-dihydroquinazolin-2-yl)thio)methyl)-6-(3-methylbenzyl)-5,6-dihydroimidazo[2,1-b]thiazole dihydrochloride